C1(=CC=CC=C1)C1CN(CC1)C(=O)C1=CC(=NN1)C1=CC=NC=C1 [3-phenylpyrrolidin-1-yl]-[3-(4-pyridyl)-1H-pyrazol-5-yl]methanone